FC(OC1=CC=C(C=C1)S(=O)(=O)N1CCC2(C[C@@H](CO2)N2C[C@]3(CCOC3)CC2)CC1)F (S)-8-((4-(difluoromethoxy)phenyl)sulfonyl)-3-((R)-2-oxa-7-azaspiro[4.4]non-7-yl)-1-oxa-8-azaspiro[4.5]decane